(1r,2r)-2-(9H-fluoren-9-ylmethoxycarbonylamino)cyclohexane-1-formic acid C1=CC=CC=2C3=CC=CC=C3C(C12)COC(=O)N[C@H]1[C@@H](CCCC1)C(=O)O